FC(C(OS(=O)(=O)C(F)(F)F)C1=CC=C(C(=O)OC)C=C1)(F)F methyl 4-(2,2,2-trifluoro-1-(((trifluoromethyl)sulfonyl)oxy)ethyl)benzoate